CC1=NC(=NO1)CN1N=C(C=C1)C1=C2C=C(N=CC2=C(N=C1)NC)NC(=O)C1CC1 N-(5-(1-((5-methyl-1,2,4-oxadiazol-3-yl)methyl)-1H-pyrazol-3-yl)-8-(methylamino)-2,7-naphthyridin-3-yl)cyclopropanecarboxamide